NC1=CC=C(C=C1)C[C@H](C(=O)OC(C)(C)C)[C@@H]1CN(CC1)C(=O)OC(C)(C)C tert-butyl (3R)-3-[(1S)-1-[(4-aminophenyl)methyl]-2-tert-butoxy-2-oxo-ethyl]pyrrolidine-1-carboxylate